4-chloro-1-(pyrrolidin-1-yl)butan-1-one ethyl-5-(benzyloxycarbonylamino)-3-(trifluoromethyl)-4,5,6,7-tetrahydrobenzothiophene-2-carboxylate C(C)OC(=O)C=1SC2=C(C1C(F)(F)F)CC(CC2)NC(=O)OCC2=CC=CC=C2.ClCCCC(=O)N2CCCC2